ClC1C2C(CC3=CC=CC=C13)O2 2-chloro-1a,2,7,7a-tetrahydro-1-oxa-cyclopropa[b]naphthalene